BrC1=CC=C2C(=NN(C2=C1)CC(=O)OC(C)(C)C)C(F)(F)F tert-butyl 2-[6-bromo-3-(trifluoromethyl)indazol-1-yl]acetate